FC1(C(N(C2=C(O1)C=C(C(=C2)C2=C(C(=C(C(=C2F)F)F)F)F)C)CC(=O)O)=O)F 2-(2,2-difluoro-7-methyl-3-oxo-6-(perfluorophenyl)-2,3-dihydro-4H-benzo[b][1,4]oxazin-4-yl)acetic acid